N-benzyl-2-{[(4-methyl-1-piperazinyl)acetyl]amino}-4,5,6,7-tetrahydro-1-benzothiophene-3-carboxamide C(C1=CC=CC=C1)NC(=O)C1=C(SC2=C1CCCC2)NC(CN2CCN(CC2)C)=O